Cl.C(C)C=1C(NC2=CC(=CC=C2C1)C(C)N1CCNCC1)=O 3-Ethyl-7-(1-(piperazin-1-yl)ethyl)quinolin-2(1H)-one hydrogen chloride